3-[4-[2-(1,3-dioxolan-2-yl)ethyl]-3-methyl-2-oxo-benzimidazol-1-yl]piperidine-2,6-dione O1C(OCC1)CCC1=CC=CC=2N(C(N(C21)C)=O)C2C(NC(CC2)=O)=O